ClC1=C2N(C(C(=N1)NCC1=CC(=CC(=C1)C)OC)=O)[C@@H](CC2)C(=O)OCC2=CC=CC=C2 benzyl (S)-1-chloro-3-((3-methoxy-5-methylbenzyl)amino)-4-oxo-4,6,7,8-tetrahydropyrrolo[1,2-a]pyrazine-6-carboxylate